C[Si]1(CCN(CC1)C1=C(C(=O)NC2=NC(=CC=C2)OC[C@H](C(F)(F)F)O)C=CC(=C1)S(NCCO)(=O)=O)C (R)-2-(4,4-dimethyl-1,4-azasilinan-1-yl)-4-(N-(2-hydroxyethyl)sulfamoyl)-N-(6-(3,3,3-trifluoro-2-hydroxypropoxy)pyridin-2-yl)benzamide